2-chloro-5-(chloromethyl)pyrimidine (±)-ethyl-2-(5-fluoro-1-hydroxy-2,3-dihydro-1H-inden-1-yl)acetate C(C)OC(C[C@@]1(CCC2=CC(=CC=C12)F)O)=O.ClC1=NC=C(C=N1)CCl |r|